C(C)(=O)O[C@@H]1[C@@H](OC(C)=O)[C@@H](OC(C)=O)[C@H](OC(C)=O)[C@H](O1)COC(C)=O α-Mannose pentaacetate